8-azaspiro[4.5]dec-2-en-1-one hydrochloride Cl.C1(C=CCC12CCNCC2)=O